C1(CC1)N1N=CC(=C1)[C@@H]1OCCC(C1)C1=NC2=NC(=C(N=C2C(=N1)C1=C(C=C(C=C1)C(F)F)F)C)C 2-[(2R)-2-(1-cyclopropylpyrazol-4-yl)tetrahydropyran-4-yl]-4-[4-(difluoromethyl)-2-fluoro-phenyl]-6,7-dimethyl-pteridine